C(#N)C=1C=NN2C1C(=CC(=C2)N2CC(C2)(C)O)C=2C=CC(=NC2)C(C(=O)N)=C (5-(3-cyano-6-(3-hydroxy-3-methylazetidin-1-yl)pyrazolo[1,5-a]pyridin-4-yl)pyridin-2-yl)acrylamide